ClC=1C=C(C=CC1OC)C1=CN=C2N1C=CN=C2NC2=CC=C(C(=O)N(C)CCN(C)C)C=C2 4-((3-(3-chloro-4-methoxy-phenyl)imidazo[1,2-a]pyrazin-8-yl)amino)-N-(2-(dimethyl-amino)ethyl)-N-methylbenzamide